piperidine-1-carboxylic acid, tert-butyl ester N1(CCCCC1)C(=O)OC(C)(C)C